FC1([C@@H](CN2C(N(C[C@@H]21)C2=NOC1=C2C(=CC(=C1)F)C1=C(C=C(C=C1F)F)F)=O)NS(=O)(=O)CC)F N-{(6R,7aR)-7,7-difluoro-2-[6-fluoro-4-(2,4,6-trifluorophenyl)-1,2-benzoxazol-3-yl]-3-oxohexahydro-1H-pyrrolo[1,2-c]imidazol-6-yl}ethanesulfonamide